C1(=CC=C(C=C1)C1=C(C=CC=C1N(C1=CC=CC=C1)C1=CC=CC=C1)N)C1=CC=CC=C1 ([1,1'-biphenyl]-4-yl)-N3,N3-diphenylbenzene-1,3-diamine